9-(3-chloro-4-(trifluoromethoxy)phenyl)-2-phenyl-8-((triisopropylsilyl)ethynyl)-9H-purine ClC=1C=C(C=CC1OC(F)(F)F)N1C2=NC(=NC=C2N=C1C#C[Si](C(C)C)(C(C)C)C(C)C)C1=CC=CC=C1